C1(=CC=CC=C1)C(=CC(=O)OC(C=C(C1=CC=CC=C1)C1=CC=CC=C1)=O)C1=CC=CC=C1 3,3-Diphenylacrylic acid anhydride